(2,3,5-trifluorophenyl)hydrazine HCl salt Cl.FC1=C(C=C(C=C1F)F)NN